ClC1=CC=C(C=C1)C1=C(C(=O)N)C=CC(=C1C)N(C(=O)NC1=CC=C(C=C1)Cl)CCN1C(CCC1)=O (4-chlorophenyl)-4-{3-(4-chlorophenyl)-1-[2-(2-oxopyrrolidin-1-yl)ethyl]ureido}-3-methylbenzamide